7-((4-(2-fluoro-6-(methylcarbamoyl)pyridin-3-yl)piperazin-1-yl)methyl)-3,5-dihydro-4H-pyrrolo[2,3-c]quinolin-4-one FC1=NC(=CC=C1N1CCN(CC1)CC=1C=CC=2C3=C(C(NC2C1)=O)NC=C3)C(NC)=O